CC([C@@H](COP(=O)(O)O)OCC1=CC(=CC(=C1)F)C#N)OCCCCCCCCCCCCCCC.OC1=CC=C(C=C1)C1=CC(=CC(=C1)C1=CC=C(C=C1)O)C1=CC=C(C=C1)O 1,3,5-tris(4-hydroxyphenyl)benzene methyl-((R)-2-((3-cyano-5-fluorobenzyl)oxy)-3-(pentadecyloxy)propyl)hydrogenphosphate